2-((2-(((2-(3-amino-6-methoxypyridin-2-yl)ethyl)(tert-butoxycarbonyl)amino)methyl)-4-fluorophenyl)amino)-5-(trifluoromethyl)benzoic acid NC=1C(=NC(=CC1)OC)CCN(C(=O)OC(C)(C)C)CC1=C(C=CC(=C1)F)NC1=C(C(=O)O)C=C(C=C1)C(F)(F)F